CC1N2C(OCC1)=CC=N2 7-methyl-6,7-dihydro-5H-pyrazolo[5,1-b][1,3]oxazine